ClC=1C(=NC(=NC1)NC1CCC(CC1)NCCOC)C=1C=C2C(NC(C2=CC1)=O)(C)C 5-(5-chloro-2-(((1r,4r)-4-((2-methoxyethyl)amino)cyclohexyl)amino)pyrimidin-4-yl)-3,3-dimethylisoindoline-1-one